2-hydroxy-3-((2-methoxyethoxy)methyl)-5-methyl-N-(6-(trifluoromethyl)benzo[d]thiazol-2-yl)benzamide OC1=C(C(=O)NC=2SC3=C(N2)C=CC(=C3)C(F)(F)F)C=C(C=C1COCCOC)C